Cl.C1(=C(C=CC=C1)COCC#CCCCCN1C[C@@H]([C@H]([C@@H]([C@H](C1)O)O)O)O)C1=CC=CC=C1 (3S,4R,5R,6S)-1-[7-(2-biphenylylmethoxy)-5-heptyn-1-yl]-3,4,5,6-azepanetetrol hydrochloride